trimethylolethane (3-mercaptoisobutyrate) SCC(C(=O)O)C.C(O)C(C)(CO)CO